ClC1=C(C(N(N=C1)COCC[Si](C)(C)C)=O)C(F)(F)F 5-chloro-4-trifluoromethyl-2-(2-(trimethylsilyl)ethoxy)methylpyridazin-3(2H)one